tert-butyl (S)-3-(3-amino-5-(3-fluorophenyl)thiophene-2-carboxamido)piperidine-1-carboxylate NC1=C(SC(=C1)C1=CC(=CC=C1)F)C(=O)N[C@@H]1CN(CCC1)C(=O)OC(C)(C)C